OC([C@H](CC)NC(OCC1C2=CC=CC=C2C=2C=CC=CC12)=O)([2H])[2H] (9H-fluoren-9-yl)methyl (S)-(1-hydroxybutan-2-yl-1,1-d2)carbamate